6-bromo-4-chloro-2-methyl-7-nitroquinazoline BrC=1C=C2C(=NC(=NC2=CC1[N+](=O)[O-])C)Cl